The molecule is a branched oligosacharide consisting of a tetrasaccharide chain of deamino-alpha-neuraminyl (KDN), beta-D-galactosyl, N-acetyl-alpha-D-galactosaminyl and N-acetyl-D-galactosamine residues linked sequentially (2->3), (1->3) and (1->3), to the reducing-end N-acetyl-D-galactosamine residue of which is also linked (2->6) a single KDN or a (2->8)-linked chain of KDN residues, the number of KDN residues in the chain ranging between 1 and 9, with an average of 3. The diagram shows the structure with 3 KDN residues in the side-chain. CC(=O)N[C@@H]1[C@H]([C@H]([C@H](O[C@@H]1O[C@H]2[C@H]([C@H](OC([C@@H]2NC(=O)C)O)CO[C@@]3(C[C@@H]([C@H]([C@@H](O3)[C@@H]([C@@H](CO)O[C@@]4(C[C@@H]([C@H]([C@@H](O4)[C@@H]([C@@H](CO)O[C@@]5(C[C@@H]([C@H]([C@@H](O5)[C@@H]([C@@H](CO)O)O)O)O)C(=O)O)O)O)O)C(=O)O)O)O)O)C(=O)O)O)CO)O)O[C@H]6[C@@H]([C@H]([C@H]([C@H](O6)CO)O)O[C@@]7(C[C@@H]([C@H]([C@@H](O7)[C@@H]([C@@H](CO)O)O)O)O)C(=O)O)O